4-(hydroxymethyl)-3-methyl-pyrrolidin-2-one OCC1C(C(NC1)=O)C